C1(CC1)N1C(C=2N(CC1)C1=C(C2C=2C=CC(=NC2)C#N)N=CC=C1)=O 5-(8-cyclopropyl-9-oxo-6,7,8,9-tetrahydropyrido[2',3':4,5]pyrrolo[1,2-a]pyrazin-10-yl)pyridine-2-carbonitrile